1-((3,3-difluorocyclopentyl)methyl)-3-(1,1-difluoroethyl)-4-(trifluoromethyl)-1H-pyrazole FC1(CC(CC1)CN1N=C(C(=C1)C(F)(F)F)C(C)(F)F)F